C(C=1C(O)=CC=CC1)(=O)N salicylic acid-amide